ethyl (E)-3-((1s,4s)-4-(3-bromo-2-methylphenoxy)cyclohexyl)acrylate BrC=1C(=C(OC2CCC(CC2)/C=C/C(=O)OCC)C=CC1)C